C(C1=CC=CC=C1)OCCN[C@H](C)C1=C(C(=C(C(=C1)OC)Br)OC)C (1R)-N-[2-(benzyloxy)ethyl]-1-(4-bromo-3,5-dimethoxy-2-methylphenyl)ethane-1-amine